2-(6-(4-(2-fluorophenyl)-5-methyl-4H-1,2,4-triazol-3-yl)pyridin-2-yl)-4-((methylamino)Methyl)-6-((R)-2-methylpyrrolidin-1-yl)-2,3-dihydro-1H-pyrrolo[3,4-c]pyridin-1-one FC1=C(C=CC=C1)N1C(=NN=C1C)C1=CC=CC(=N1)N1CC=2C(=NC(=CC2C1=O)N1[C@@H](CCC1)C)CNC